C(C)(=O)NCC1CCN(CC1)CC1=CC(=NC(=N1)C1=CC(=CC(=C1)Cl)Cl)OC=1C=CC(=NC1)N1CCN(CC1)C(=O)OC(C)(C)C tert-Butyl 4-(5-((6-((4-(acetamidomethyl)piperidin-1-yl)methyl)-2-(3,5-dichlorophenyl)pyrimidin-4-yl)oxy)pyridin-2-yl)piperazine-1-carboxylate